2-(IMIDAZOL-1-YL)PYRIMIDINE-5-BORONIC ACID N1(C=NC=C1)C1=NC=C(C=N1)B(O)O